2-((2S)-4-(4-(5-chloro-6-methyl-1H-indazol-4-yl)-7-(((S)-1-methylpyrrolidin-2-yl)methoxy)-2,3-dihydrofuro[2,3-f]quinazolin-9-yl)-1-(2-fluoroacryloyl)piperazin-2-yl)acetonitrile ClC=1C(=C2C=NNC2=CC1C)C1=C2C(=C3C(=NC(=NC3=C1)OC[C@H]1N(CCC1)C)N1C[C@@H](N(CC1)C(C(=C)F)=O)CC#N)OCC2